2-(3-phenyl-1,2,4-oxadiazol-5-yl)piperidin C1(=CC=CC=C1)C1=NOC(=N1)C1NCCCC1